6-Fluoro-4-(4-fluorophenyl)-N-(1-isopropylazetidin-3-yl)-3,4-dihydroquinoxaline FC=1C=C2N(CCN(C2=CC1)C1CN(C1)C(C)C)C1=CC=C(C=C1)F